C(C)(C)(C)OC(=O)C=1C=CC2=C(N(C(=N2)CN2CCC(CC2)C2=NC(=CC=C2)OCC=2C=CC3=C(N=C(S3)C)C2)C[C@H]2OCC2)C1 (S)-2-((4-(6-((2-methylbenzo[d]thiazol-5-yl)methoxy)pyridin-2-yl)piperidine-1-yl)methyl)-1-(oxetan-2-ylmethyl)-1H-benzo[d]imidazole-6-carboxylic acid tert-butyl ester